7-(3-methoxy-2,6-dimethylphenyl)-2-methyl-4-((1-methyl-1H-pyrazol-4-yl)ethynyl)-7H-pyrrolo[2,3-d]pyrimidine-5-carboxamide COC=1C(=C(C(=CC1)C)N1C=C(C2=C1N=C(N=C2C#CC=2C=NN(C2)C)C)C(=O)N)C